4-(8-[4-amino-3-(trifluoromethyl)phenyl]-10-methylphenoxazin-2-yl)-2-(trifluoromethyl)aniline NC1=C(C=C(C=C1)C1=CC=C2OC=3C=CC(=CC3N(C2=C1)C)C1=CC(=C(N)C=C1)C(F)(F)F)C(F)(F)F